4-[(6-bromo-5-fluoro-2-pyridinyl)oxymethyl]-3-[(E)-2-ethoxyvinyl]benzonitrile BrC1=C(C=CC(=N1)OCC1=C(C=C(C#N)C=C1)\C=C\OCC)F